ethyl (S)-3-(3-(3,5-dimethylisoxazol-4-yl)phenyl)-3-(3-(4-hydroxy-1-methyl-2-oxo-1,2-dihydro pyridin-3-yl)ureido)propanoate CC1=NOC(=C1C=1C=C(C=CC1)[C@H](CC(=O)OCC)NC(=O)NC=1C(N(C=CC1O)C)=O)C